N-(1-(azetidin-1-ylmethyl)cyclopropyl)-2-(3-chloro-1H-indol-1-yl)-2-methylpropanamide N1(CCC1)CC1(CC1)NC(C(C)(C)N1C=C(C2=CC=CC=C12)Cl)=O